FC1=C(C(=O)C2=C(C=CC(=C2)Br)NC([C@H](CCC(=O)OC)NC(=O)OC(C)(C)C)=O)C=CC=C1 methyl (S)-5-((2-fluoro-benzoyl-4-bromophenyl) amino)-4-((tert-butoxycarbonyl) amino)-5-oxopentanoate